1-((R)-3-amino-1-(4-((6-amino-9H-purin-9-yl)methyl)-6-(2,4,5-trifluorophenyl)pyridin-3-yl)piperidin-3-yl)-2,2-difluoroethan-1-ol N[C@]1(CN(CCC1)C=1C=NC(=CC1CN1C2=NC=NC(=C2N=C1)N)C1=C(C=C(C(=C1)F)F)F)C(C(F)F)O